(2s,3r)-1-benzyl-2-((((1s,4r)-4-(2-hydroxyphenyl)cyclohexyl)oxy)methyl)pyrrolidin-3-ol C(C1=CC=CC=C1)N1[C@H]([C@@H](CC1)O)COC1CCC(CC1)C1=C(C=CC=C1)O